N-[6-[2-[tert-butyl(dimethyl)silyl]oxyethoxy]-2-[4-(hydroxymethyl)cyclohexyl]indazol-5-yl]-6-(trifluoromethyl)pyridine-2-carboxamide [Si](C)(C)(C(C)(C)C)OCCOC=1C(=CC2=CN(N=C2C1)C1CCC(CC1)CO)NC(=O)C1=NC(=CC=C1)C(F)(F)F